CC1=CNC2=NC=C(C=C21)C2=CC(=C1CN(CC1=C2)C([C@@](C(F)(F)F)(C)O)=O)[C@H]2N(CCC2)C(=O)OC(C)(C)C tert-butyl (S)-2-(6-(3-methyl-1H-pyrrolo[2,3-b]pyridin-5-yl)-2-((R)-3,3,3-trifluoro-2-hydroxy-2-methylpropanoyl)isoindolin-4-yl)pyrrolidine-1-carboxylate